ethoxypyrimidin C(C)OC1=NC=CC=N1